NCCC=1C=NC(=NC1)C1=C(C=C(C#N)C=C1)OC1=CC(=NC(=C1)C)C 4-[5-(2-aminoethyl)pyrimidin-2-yl]-3-(2,6-dimethylpyridin-4-yl)oxybenzonitrile